S-indolol C1=C[In]C=C1.O